N-cyclobutyl-N-(2-hydroxyethyl)-2-methyl-5-((4-methylthiazol-5-yl)methoxy)benzofuran-3-carboxamide C1(CCC1)N(C(=O)C1=C(OC2=C1C=C(C=C2)OCC2=C(N=CS2)C)C)CCO